C(=CC)C1=C(OC2=CC=C(C(=O)C3=CC=C(C=C3)OC3=C(C=CC=C3)C=CC)C=C2)C=CC=C1 4,4'-bis[2-(1-propenyl)phenoxy]benzophenone